(S)-1'-(3-(1-(2,6-dimethoxyphenyl)vinyl)-1H-pyrazolo[3,4-b]pyrazin-6-yl)-1,3-dihydrospiro[indene-2,4'-piperidine]-1-amine COC1=C(C(=CC=C1)OC)C(=C)C1=NNC2=NC(=CN=C21)N2CCC1(CC2)[C@@H](C2=CC=CC=C2C1)N